2-methacryloyloxy-1,2,3-tricarboxypropane C(C(=C)C)(=O)OC(CC(=O)O)(CC(=O)O)C(=O)O